O1COC2=C1C=CC(=C2)[C@H]2N1[C@H](CC3=C2NC=2C=CC=CC32)C(N(CC1=O)C)=O (6R,12aR)-6-(1,3-Benzodioxol-5-yl)-2-methyl-1,2,3,4,6,7,12,12a-octahydropyrazino-[2',1':6,1]pyrido[3,4-b]indol-1,4-dion